O=C(C(=O)[O-])C 2-oxo-propanoate